3-methyl-6-(trifluoromethyl)pyridazine-3,4-diamine CC1(NN=C(C=C1N)C(F)(F)F)N